8-tert-butyl 3-methyl 8-azabicyclo[3.2.1]octane-3,8-dicarboxylate C12CC(CC(CC1)N2C(=O)OC(C)(C)C)C(=O)OC